(R)-(5-(5-fluoropyridin-2-yl)-1,3,4-oxadiazol-2-yl)(4-(pyrazolo[1,5-a]pyridin-2-yl)-6,7-dihydro-1H-imidazo[4,5-c]pyridin-5(4H)-yl)methanone FC=1C=CC(=NC1)C1=NN=C(O1)C(=O)N1[C@H](C2=C(CC1)NC=N2)C2=NN1C(C=CC=C1)=C2